C(#N)CCN(CCCCC)C N-(2-cyanoethyl)-N-methyl-N-(n-pentyl)-amine